5-pentyl-N-phenyl-1,3,4-thiadiazole-2-amine C(CCCC)C1=NN=C(S1)NC1=CC=CC=C1